(3S,4R)-1-[4-({8-[(2R,3S)-3-(methanesulfonylmeth-yl)-2-methylazetidin-1-yl]-5-(propan-2-yl)isoquinolin-3-yl}amino)pyrimidin-2-yl]-4-methoxypiperidin-3-ol CS(=O)(=O)C[C@@H]1[C@H](N(C1)C=1C=CC(=C2C=C(N=CC12)NC1=NC(=NC=C1)N1C[C@@H]([C@@H](CC1)OC)O)C(C)C)C